C(C)(C)(C)OC(=O)N1CCN(CC1)C=1C(=NC(=CC1)N)OC 4-(6-amino-2-methoxypyridin-3-yl)piperazine-1-carboxylic acid tert-butyl ester